1'-(diphenylphosphino)ferrocene C1(=CC=CC=C1)P([C-]1C=CC=C1)C1=CC=CC=C1.[CH-]1C=CC=C1.[Fe+2]